2-((1r,4r)-2-oxa-5-azabicyclo[2.2.1]heptan-5-yl)-N-(6-(1,2-dimethyl-1H-imidazol-5-yl)isoquinolin-3-yl)acetamide [C@H]12OC[C@H](N(C1)CC(=O)NC=1N=CC3=CC=C(C=C3C1)C1=CN=C(N1C)C)C2